(3H-Benzo[e]indol-2-yl)-(3-hydroxy-methyl-phenyl)-methanone C1=C(NC=2C=CC3=C(C12)C=CC=C3)C(=O)C3=C(C(=CC=C3)O)C